1-[4-[4-[3-chloro-4-(pyrazin-2-ylmethoxy)anilino]-7H-pyrrolo[2,3-d]pyrimidin-5-yl]-1-piperidyl]prop-2-en-1-one ClC=1C=C(NC=2C3=C(N=CN2)NC=C3C3CCN(CC3)C(C=C)=O)C=CC1OCC1=NC=CN=C1